(E)-4-(4'-fluorophenyl)-2,2-difluoro-3-butenoic acid ethyl ester C(C)OC(C(\C=C\C1=CC=C(C=C1)F)(F)F)=O